8-Methyl-2-(((1-((2-oxoindolin-6-yl)methyl)piperidin-4-yl)thio)methyl)quinazolin CC=1C=CC=C2C=NC(=NC12)CSC1CCN(CC1)CC1=CC=C2CC(NC2=C1)=O